3-Cyclopropyl-6-Methyl-1-[(1S)-1-[5-(Trifluoromethyl)Pyridin-2-Yl]Propyl]-1H,4H,5H-Pyrazolo[3,4-d]Pyrimidin-4-One C1(CC1)C1=NN(C=2N=C(NC(C21)=O)C)[C@@H](CC)C2=NC=C(C=C2)C(F)(F)F